1-(((R)-7-((R)-3-cyclobutyl-2-methylpropanoyl)-10-hydroxy-7-azaspiro[4.5]decan-10-yl)methyl)-4-cyclopropyl-N,N-dimethyl-6-oxo-1,6-dihydropyridine-3-carboxamide C1(CCC1)C[C@H](C(=O)N1CC2(CCCC2)[C@@](CC1)(O)CN1C=C(C(=CC1=O)C1CC1)C(=O)N(C)C)C